Methyl 5-[[(3R,4R)-4-[4-chloro-2-(5-fluoro-2-pyridyl)-1H-imidazol-5-yl]-3-methyl-1-piperidyl]sulfonyl]furan-2-carboxylate ClC=1N=C(NC1[C@H]1[C@H](CN(CC1)S(=O)(=O)C1=CC=C(O1)C(=O)OC)C)C1=NC=C(C=C1)F